C(#N)CC1CC(C1)C#N 3-(cyanomethyl)cyclobutane-1-carbonitrile